COC(CC1=C(C=C(C=C1)C)C1=CC(=C(C=C1)Cl)N)=O 2-(3'-Amino-4'-chloro-5-methyl-[1,1'-biphenyl]-2-yl)acetic acid methyl ester